FC1(C[C@]12C[C@@]1(C[C@@H](CN1C2)F)CO)F ((1S,6'S,7a'R)-2,2,6'-trifluorodihydro-1'H,3'H-spiro[cyclopropan-1,2'-pyrrolizin]-7a'(5'H)-yl)methanol